5-(1-((tert-butoxycarbonyl)amino)ethyl)-4-methoxy-2-((2-(trimethylsilyl)ethoxy)methyl)-2H-indazole-7-carboxylic acid C(C)(C)(C)OC(=O)NC(C)C1=C(C2=CN(N=C2C(=C1)C(=O)O)COCC[Si](C)(C)C)OC